C[C@H]([C@@H](C(=O)N[C@@H](CC1=CNC2=CC=CC=C21)C(=O)O)N)O The molecule is a dipeptide composed of L-threonine and L-tryptophan joined by a peptide linkage. It has a role as a metabolite. It derives from a L-threonine and a L-tryptophan.